3-(2-(4-(5-(difluoromethyl)-1,3,4-oxadiazol-2-yl)benzyl)-2H-tetrazol-5-yl)-4-fluoro-N,N-dimethylbenzenesulfonamide FC(C1=NN=C(O1)C1=CC=C(CN2N=C(N=N2)C=2C=C(C=CC2F)S(=O)(=O)N(C)C)C=C1)F